(rac)-(6-(3-Chloro-2-methylphenyl)-2-azaspiro[3.4]octan-2-yl)((1s,3s)-3-hydroxy-3-methylcyclobutyl)methanone ClC=1C(=C(C=CC1)[C@H]1CC2(CN(C2)C(=O)C2CC(C2)(C)O)CC1)C |r|